C1(CCCCC1)C1=CC=C(C=C1)NC=1C2=C(N=C(N1)C1=CN=CS1)C(N(C2)C(C)C)=O 4-[(4-cyclohexylphenyl)amino]-6-(prop-2-yl)-2-(1,3-thiazol-5-yl)-5,6-dihydro-7H-pyrrolo[3,4-d]pyrimidin-7-one